C1(=CC=CC=C1)C1=CC=C(C=C1C=1NC=C(N1)C1=CC=CC=C1)C=1NC=C(N1)C1=CC=CC=C1 4-phenyl-1,5-bis-(4-phenylimidazol-2-yl)benzene